NC1=CC(=C(C=C1OC)C1=NC=C(C2=C1C(=NO2)N)C=2C=NNC2)F 4-(4-amino-2-fluoro-5-methoxyphenyl)-7-(1H-pyrazol-4-yl)isoxazolo[4,5-c]pyridin-3-amine